tert-butyl (S)-2-cyano-4-(2-cyanophenyl)-4,7-dihydrothieno[2,3-c]pyridine-6(5H)-carboxylate C(#N)C1=CC2=C(CN(C[C@H]2C2=C(C=CC=C2)C#N)C(=O)OC(C)(C)C)S1